(S)-methyl 2'-chloro-4-{[(4-chlorophenyl) (cyclopropyl) methyl] carbamoyl}-6'-(6-fluoro-5-methoxy-1H-1,3-benzodiazol-2-yl)-[1,1'-biphenyl]-2-carboxylate ClC1=C(C(=CC=C1)C1=NC2=C(N1)C=C(C(=C2)OC)F)C=2C(=CC(=CC2)C(N[C@@H](C2CC2)C2=CC=C(C=C2)Cl)=O)C(=O)OC